isovaleraldehyde (isovalerate) C(CC(C)C)(=O)O.C(CC(C)C)=O